NC1=NC=NN2C1=C(C=C2C=2C(=CC(=C(C(=O)N[C@@H]1CN(C[C@@H]1F)C(=O)C1CC(C1)(F)F)C2)Cl)F)C(F)(F)F 5-[4-amino-5-(trifluoromethyl)pyrrolo[2,1-f][1,2,4]triazin-7-yl]-2-chloro-N-[(3R,4S)-1-(3,3-difluorocyclobutanecarbonyl)-4-fluoropyrrolidin-3-yl]-4-fluorobenzamide